BrC1=CC=C2C(C=C(N(C2=C1)C)C(F)(F)F)=O 7-bromo-1-methyl-2-(trifluoromethyl)quinolin-4(1H)-one